C1(=CC=CC=C1)CCCCNCCCCOC1=CC=C2CCC3(C2=C1)CCC(CC3)C(=O)[O-] 6'-{4-[(4-phenylbutyl)amino]butoxy}-2',3'-dihydrospiro[cyclohexane-1,1'-indene]-4-carboxylate